FC=1C=C2C(=CC=NC2=CC1OC)N1CCC2(CCN(C2)[SH2](=O)C=N)CC1 (R)-[8-(6-fluoro-7-methoxyquinolin-4-yl)-2,8-diazaspiro[4.5]decan-2-yl](imino)methyl-λ6-sulfanone